5-cyclopropyl-1-(3-(3,3-difluoropyrrolidin-1-yl)propyl)-3-isothiocyanatopyridin-2(1H)-one C1(CC1)C=1C=C(C(N(C1)CCCN1CC(CC1)(F)F)=O)N=C=S